methyl 2-methyl-2-(3-methyl-1H-indazol-1-yl)propanoate CC(C(=O)OC)(C)N1N=C(C2=CC=CC=C12)C